(R)-2-((5-acrylamido-4-(3-(dimethylamino)pyrrolidin-1-yl)-2-methoxyphenyl)amino)-4-((2-(1-methyl-1H-pyrazol-3-yl)phenyl)amino)pyrimidine-5-carboxylic acid isopropyl ester C(C)(C)OC(=O)C=1C(=NC(=NC1)NC1=C(C=C(C(=C1)NC(C=C)=O)N1C[C@@H](CC1)N(C)C)OC)NC1=C(C=CC=C1)C1=NN(C=C1)C